2-propenoic acid, 2-phenoxyethyl ester C(C=C)(=O)OCCOC1=CC=CC=C1